C12CNCC(C1C=1C=C(C(=C3C(N(C(C13)=O)C1C(NC(CC1)=O)=O)=O)F)F)C2 7-(3-azabicyclo[3.1.1]heptan-6-yl)-2-(2,6-dioxopiperidin-3-yl)-4,5-difluoroisoindoline-1,3-dione